CCCCCCCCCCCCCCCC1=C(C(=CC=C1)OCC)C(=O)NC2=CC(=C(C=C2)Cl)C(F)(F)F The molecule is a benzamide obtained by formal condensation of the carboxy group of 2-ethoxy-6-pentadecylbenzoic acid with one of the amino groups of 4-chloro-3-(trifluoromethyl)aniline. It has a role as a histone acetyltransferase activator. It is a member of benzamides, an aromatic ether, a member of monochlorobenzenes and an organofluorine compound.